Alpha-arabinose O[C@@H]1[C@@H](O)[C@H](O)[C@H](O)CO1